N1(CCC1)C(=O)N1[C@H]([C@H]([C@H](C1)F)NS(=O)(=O)CC)CC=1C=C(C=CC1)C1=CC(=CC=C1)F N-{(2S,3R,4S)-1-(azetidine-1-carbonyl)-4-fluoro-2-[(3'-fluoro[1,1'-biphenyl]-3-yl)methyl]pyrrolidin-3-yl}ethanesulfonamide